2,2-dimethyl-5-(1-methyl-1,2,3,6-tetrahydropyridin-4-yl)-1,2-dihydroquinoline CC1(NC2=CC=CC(=C2C=C1)C=1CCN(CC1)C)C